tert-butyl-4-({4-[6-(methylsulfanyl)-3-oxo-2-(prop-2-en-1-yl)-1H,2H,3H-pyrazolo[3,4-d]pyrimidin-1-yl]pyrimidin-2-yl}amino)piperidine-1-carboxylate C(C)(C)(C)OC(=O)N1CCC(CC1)NC1=NC=CC(=N1)N1N(C(C=2C1=NC(=NC2)SC)=O)CC=C